(5R,7R)-4-((1R,5S)-3,8-diazabicyclo[3.2.1]oct-3-yl)-5-methyl-6,7-dihydro-5H-cyclopenta[d]pyrimidin-7-yl 4-nitrobenzoate [N+](=O)([O-])C1=CC=C(C(=O)O[C@@H]2C[C@H](C3=C2N=CN=C3N3C[C@H]2CC[C@@H](C3)N2)C)C=C1